5,8,10,12,14-icosapentaenoic acid C(CCCC=CCC=CC=CC=CC=CCCCCC)(=O)O